N-([1,1'-biphenyl]-4-yl)-9,9'-spirobifluoren-2-amine C1(=CC=C(C=C1)NC1=CC=2C3(C4=CC=CC=C4C2C=C1)C1=CC=CC=C1C=1C=CC=CC13)C1=CC=CC=C1